FC1=CC=C(C=C1)NC(=O)C=1C(CC(CC1O)C1=CC=C(C=C1)C(F)(F)F)=O N-(4-fluorophenyl)-5-hydroxy-3-oxo-4'-(trifluoromethyl)-1,2,3,6-tetrahydro-[1,1'-biphenyl]-4-carboxamide